methyl 5-(3-cyclopropyl-1-(2,6-dioxopiperidin-1-yl) propyl)-2-fluorophenylcarbamate C1(CC1)CCC(N1C(CCCC1=O)=O)C=1C=CC(=C(C1)NC(OC)=O)F